1-(tert-butyl) 2-methyl (2R,4S)-4-((tert-butyldimethylsilyl)oxy)-2-methyl-pyrrolidine-1,2-dicarboxylate [Si](C)(C)(C(C)(C)C)O[C@H]1C[C@@](N(C1)C(=O)OC(C)(C)C)(C(=O)OC)C